Cl.Cl.N[C@@H](CC1=CC=CC=C1)C(=O)O Phenylalanine dihydrochloride